N-(3-(2-((2,3-dihydro-1H-inden-2-yl)amino)pyrimidin-5-yl)phenyl)-2-(methylsulfonamido)thiazole-4-carboxamide C1C(CC2=CC=CC=C12)NC1=NC=C(C=N1)C=1C=C(C=CC1)NC(=O)C=1N=C(SC1)NS(=O)(=O)C